glycerol tri(oleate) C(CCCCCCC\C=C/CCCCCCCC)(=O)OCC(OC(CCCCCCC\C=C/CCCCCCCC)=O)COC(CCCCCCC\C=C/CCCCCCCC)=O